OCC1=CC(=C(C=C1)CCC(=O)OCC)OC ethyl 3-(4-hydroxymethyl-2-methoxy-phenyl)-propionate